[4-[[1-[6-[6-fluoro-5-(1-methylcyclopropoxy)-1H-indazol-3-yl]pyrimidin-4-yl]-4-piperidinyl]methyl]-1-piperidinyl]isoindoline-1,3-dione FC1=C(C=C2C(=NNC2=C1)C1=CC(=NC=N1)N1CCC(CC1)CC1CCN(CC1)N1C(C2=CC=CC=C2C1=O)=O)OC1(CC1)C